2'-(1'H,3H-spiro[2-benzofuran-1,4'-piperidin]-1'-yl)-3,4-dihydro-2H,4'H-spiro[naphthalene-1,5'-[1,3]oxazol]-4'-one N1(CCC2(CC1)OCC1=C2C=CC=C1)C=1OC2(C(N1)=O)CCCC1=CC=CC=C12